2-Oxo-2-[rac-(2R,5S)-5-methyl-2-(2-methyl-7-quinolyl)-1-piperidyl]acetamide O=C(C(=O)N)N1[C@H](CC[C@@H](C1)C)C1=CC=C2C=CC(=NC2=C1)C |r|